tert-butyl (S)-4-(7-(3-fluorophenyl)-5-(pyridin-3-yl)-7H-pyrrolo[2,3-d]pyrimidin-4-yl)-3-methylpiperazine-1-carboxylate FC=1C=C(C=CC1)N1C=C(C2=C1N=CN=C2N2[C@H](CN(CC2)C(=O)OC(C)(C)C)C)C=2C=NC=CC2